BrC=1C=C(C(=C(C(=O)NC2=C(C=C(C=C2)C#N)Cl)C1)O)C(C)(C)C 5-Bromo-3-Tert-Butyl-N-(2-Chloro-4-Cyanophenyl)-2-Hydroxybenzamide